C1[C@@H]([C@H](O[C@H]1N2C(=C(C(=O)NC2=O)O)O)COP(=O)(O)O)O The molecule is a pyrimidine 2'-deoxyribonucleoside 5'-monophosphate having 5,6-dihydroxyuracil as the nucleobase. It has a role as a Mycoplasma genitalium metabolite. It derives from a dUMP.